CC(COC(C)=O)C(CC(C)C)C 2,3,5-Trimethylhexylacetat